C1(=CC=CC1)P(C1=CC=CC=C1)C1=CC=CC=C1.C1(=CC=CC1)P(C1=CC=CC=C1)C1=CC=CC=C1.[Pd] palladium bis(cyclopenta-1,3-dien-1-yldiphenylphosphane)